[I-].CC1(C[NH+](C2=CC=CC=C12)CCC)C 3,3-dimethyl-1-propyl-1H-indolium iodide